O1N=C(C2=C1C=CC=C2)C2=C(C=CC(=C2)Br)[C@H](CC2=NC=CC=C2)N[S@@](=O)C(C)(C)C (S)-N-{(S)-1-[2-(benzo[d]isoxazol-3-yl)-4-bromophenyl]-2-(pyridine-2-yl)ethyl}-2-methylpropane-2-sulfinamide